1,1,1,3,3,3-hexafluoro-propan-2-yl (±)-1-((pyrimidin-5-ylmethyl)carbamoyl)-6-aza-spiro[2.5]octane-6-carboxylate N1=CN=CC(=C1)CNC(=O)[C@@H]1CC12CCN(CC2)C(=O)OC(C(F)(F)F)C(F)(F)F |r|